4-chloro-2-methyl-5-(2,2,2-trifluoroethyl)-8-vinyl-pyrimido[5,4-b]indole ClC1=NC(=NC2=C1N(C=1C=CC(=CC21)C=C)CC(F)(F)F)C